N1[C@H](COCC1)C(=O)NC(CCC(C(=O)N)=O)C(=O)N 5-((R)-morpholine-3-carboxamido)-2-oxohexanediamide